ClC=1C=C(C=CC1)CCN1C(CCC(C1)COC1=CC=C(C=C1)S(=O)(=O)C)C 1-[2-(3-chlorophenyl)ethyl]-5-[(4-methanesulfonylphenoxy)methyl]-2-methylpiperidine